2-(dimethylphosphino)-N,N-dimethylnaphthalen-1-amine CP(C1=C(C2=CC=CC=C2C=C1)N(C)C)C